diethylhydrazine-1,2-dicarboxylate C(C)N(N(C(=O)[O-])CC)C(=O)[O-]